BrC1=NC=2N(C(N(C(C2N1C)=O)CC=1N(C2=C(C=CC=C2C1)Cl)C(=O)OC(C)(C)C)=O)C tert-Butyl 2-[(8-bromo-3,7-dimethyl-2,6-dioxo-purin-1-yl)methyl]-7-chloro-indole-1-carboxylate